C[C@H](C(=O)OC1=C(C(=C(C(=C1F)F)F)F)F)CCCCC#C Perfluorophenyl (S)-2-methyloct-7-ynoate